[Te]1C(=CC=C1)C=O tellurophenealdehyde